3,5-diiodo-4-methoxyl-1-methylpyridine-2(1H)-one IC=1C(N(C=C(C1OC)I)C)=O